[1-[(4-Aminotetrahydropyran-4-carbonyl)amino]cyclopropyl]-2-fluoro-benzoic acid methyl ester hydrochloride Cl.COC(C1=C(C(=CC=C1)C1(CC1)NC(=O)C1(CCOCC1)N)F)=O